n-ethyl-2-(4-fluoro-1H-indol-3-yl)-N-methylethan-1-amine C(C)N(CCC1=CNC2=CC=CC(=C12)F)C